2-(p-diethylaminostyryl)quinoline C(C)N(C1=CC=C(C=CC2=NC3=CC=CC=C3C=C2)C=C1)CC